ICC1=CC=C(C(=O)Cl)C=C1 4-iodomethylbenzoyl chloride